(S)-3-(2-(3-aminopyrrolidin-1-yl)ethyl)-4-ethoxybenzonitrile hydrochloride Cl.N[C@@H]1CN(CC1)CCC=1C=C(C#N)C=CC1OCC